2-(1-phenyl-dodecyl)malononitrile C1(=CC=CC=C1)C(CCCCCCCCCCC)C(C#N)C#N